9-(3-fluorobicyclo[1.1.1]pentan-1-yl)-7-methyl-2-((7-methyl-2,3-dihydrobenzo[b][1,4]dioxin-6-yl)amino)-7,9-dihydro-8H-purin-8-one FC12CC(C1)(C2)N2C1=NC(=NC=C1N(C2=O)C)NC2=CC1=C(OCCO1)C=C2C